COC1=C(C=C(C=C1)C(C)C1=C(NC=2N(C1=O)N=C(C2N2CCCCC2)C2=CC=CC=C2)C)CC(=O)N (2-methoxy-5-(1-(5-methyl-7-oxo-2-phenyl-3-(piperidin-1-yl)-4,7-dihydropyrazolo[1,5-a]pyrimidin-6-yl)ethyl)phenyl)acetamide